CC1=CC=C(C=C1)S(=O)(=O)N(C(=O)N)C1=CC(=CC=C1)OS(=O)(=O)C1=CC=C(C)C=C1 N-p-methyl-benzenesulfonyl-N-(3-p-toluenesulfonyloxyphenyl)urea